C(C=C)(=O)N1CC(CC1)C=1OC(=C(N1)C(=O)N)C1=CC=C(C=C1)OC1=CC=CC=C1 2-(1-acryloylpyrrolidine-3-yl)-5-(4-phenoxyphenyl)oxazole-4-carboxamide